(1r,3r)-3-(4-bromo-1H-pyrazol-1-yl)-1-fluorocyclobutane-1-carbonitrile BrC=1C=NN(C1)C1CC(C1)(C#N)F